BrC=1C(N(N=C(C1)Cl)CC(F)(F)F)=O 4-bromo-6-chloro-2-(2,2,2-trifluoroethyl)pyridazin-3(2H)-one